COC1=CC=C(C=C1)N1N=NC(=C1)COCC=1C(=C(C=CC1)C1=CC=CC=C1)C 1-(4-methoxyphenyl)-4-(((2-methylbiphenyl-3-yl)methoxy)methyl)-1H-1,2,3-triazole